8-hydroxy-2-oxa-7-azaspiro[4.4]nonane-7-carboxylic acid tert-butyl ester C(C)(C)(C)OC(=O)N1CC2(CCOC2)CC1O